2-Chloro-N-cyclopropyl-5-(1-(2,6-dichloro-4-(perfluoropropan-2-yl)phenyl)-1H-pyrazol-4-yl)benzamide ClC1=C(C(=O)NC2CC2)C=C(C=C1)C=1C=NN(C1)C1=C(C=C(C=C1Cl)C(C(F)(F)F)(C(F)(F)F)F)Cl